OC(CC(=O)[O-])(C)C β-hydroxy-β-methylbutyrat